3-(1-[1,3]oxazolo-[5,4-b]pyridin-2-ylpyrrolidin-3-yl)-3-[4-(7H-pyrrolo-[2,3-d]pyrimidin-4-yl)-1H-pyrazol-1-yl]propanenitrile N1=C(OC2=NC=CC=C21)N2CC(CC2)C(CC#N)N2N=CC(=C2)C=2C1=C(N=CN2)NC=C1